C1CCN(CC1)CCCCl N-(3-chloropropyl)piperidine